3-(ethoxymethyl)cyclobutane-1-carboxylic acid methyl ester COC(=O)C1CC(C1)COCC